(+-)-cis-N-[8-amino-6-(5-methyl-1-tetrahydropyran-2-yl-pyrazol-4-yl)-3-isoquinolinyl]-2-fluoro-cyclopropanecarboxamide NC=1C=C(C=C2C=C(N=CC12)NC(=O)[C@H]1[C@H](C1)F)C=1C=NN(C1C)[C@@H]1OCCCC1 |&1:24|